COC=1C=C(C=CC1)N1C2(C3=CC=CC=C3C1)CCC1(CC2)OCCO1 2''-(3-methoxyphenyl)-2'',3''-dihydrodispiro[[1,3]dioxolane-2,1'-cyclohexane-4',1''-isoindole]